bromoethylsulfonium triflate [O-]S(=O)(=O)C(F)(F)F.BrCC[SH2+]